N1[C@H](CC1)C(=O)N1CCN(CC1)C=1N=C(C=2C(N1)=CN(N2)C)N[C@H](C)C2=C(C=C(C=C2)Cl)Cl 5-{4-[(2R)-azetidine-2-carbonyl]piperazin-1-yl}-N-[(1R)-1-(2,4-dichlorophenyl)ethyl]-2-methylpyrazolo[4,3-d]pyrimidin-7-amine